Cl.ClC=1C=CC(=C(C1)C1=C(NC=2C1=NC=CC2)C2=C(C=NC=C2)O[C@H]2CNCC2)F 3-(5-chloro-2-fluorophenyl)-2-(3-{[(3R)-pyrrolidin-3-yl]oxy}pyridin-4-yl)-1H-pyrrolo[3,2-b]pyridine hydrogen chloride